N-((1R)-1-(1-((1R,4R,5S)-2-azabicyclo[2.1.1]hexan-5-yl)-8-(2-cyanoethyl)-7-(2,3-dichlorophenyl)-6-fluoro-4-methyl-1H-pyrrolo[3,2-c]quinolin-2-yl)ethyl)pyrimidinecarboxamide [C@H]12NC[C@H]([C@@H]1N1C(=CC=3C(=NC=4C(=C(C(=CC4C31)CCC#N)C3=C(C(=CC=C3)Cl)Cl)F)C)[C@@H](C)NC(=O)C3=NC=CC=N3)C2